(R)-[1-methyl-2-(4-methyl-piperazin-1-yl)-2-oxo-ethyl]-azetidin-2-one C[C@H](C(=O)N1CCN(CC1)C)N1C(CC1)=O